N1=CN=CC=C1OC(=O)N1C=NC2=C1C=CC=C2 pyrimidin-6-yl-1H-benzo[d]imidazole-1-carboxylate